tert-butyl 2-(2-(4-(2,4-difluorophenoxy)piperidin-1-yl)-3-(1-ethyl-1H-pyrazol-4-yl)-5,6,7,8-tetrahydropyrido[3,4-b]pyrazine-6-carbonyl)-4,4-difluoropyrrolidine-1-carboxylate FC1=C(OC2CCN(CC2)C=2N=C3C(=NC2C=2C=NN(C2)CC)CN(CC3)C(=O)C3N(CC(C3)(F)F)C(=O)OC(C)(C)C)C=CC(=C1)F